3-[5-({[8-bromo-2-(morpholin-4-yl)pyrazolo[1,5-a][1,3,5]triazin-4-yl]amino}methyl)-4H-1,2,4-triazol-3-yl]benzonitrile BrC=1C=NN2C1N=C(N=C2NCC=2NC(=NN2)C=2C=C(C#N)C=CC2)N2CCOCC2